(E)-2-(4-(3-chloro-4-hydroxystyryl)-3-cyano-5,5-dimethylfuran-2(5H)-ylidene)malononitrile ClC=1C=C(/C=C/C2=C(C(OC2(C)C)=C(C#N)C#N)C#N)C=CC1O